ClC=1C(=NC(=NC1C)N1CC2(C1)CN(CC2)CCO)N[C@H](C)C2=C(C=C(C=C2)Cl)Cl (R)-2-(2-(5-chloro-4-((1-(2,4-dichlorophenyl)ethyl)amino)-6-methylpyrimidin-2-yl)-2,6-diazaspiro[3.4]oct-6-yl)ethan-1-ol